COC1=CC=C(CNC(NC2CC3(CC(C3)C(=O)NC3CC(C3)C3=CC=NC=C3)C2)=O)C=C1 6-(3-(4-methoxybenzyl)ureido)-N-(3-(pyridin-4-yl)cyclobutyl)spiro[3.3]heptane-2-carboxamide